N-[(1R,3R)-3-fluorocyclopentyl]-4-(1,7-diaza-7-spiro[4.4]nonyl)-5-(3,5-difluorophenyl)nicotinamide F[C@H]1C[C@@H](CC1)NC(C1=CN=CC(=C1N1CC2(CCCN2)CC1)C1=CC(=CC(=C1)F)F)=O